(2-hydrazineyl-6-(4-methyl-1H-imidazol-1-yl)pyridin-4-yl)methanol N(N)C1=NC(=CC(=C1)CO)N1C=NC(=C1)C